FC(C=O)(C(C(F)(F)F)(F)F)F 2,2,3,3,4,4,4-heptafluorobutyraldehyde